C(C1=CC=CC=C1)OC(=O)N1[C@H](CC[C@](C1)(C)C1=NC(=C2N1C=CN=C2NCC2=C(C=C(C=C2)OC)OC)Br)C=O (2R,5S)-benzyl-5-(1-bromo-8-((2,4-dimethoxybenzyl)amino)imidazo[1,5-a]pyrazin-3-yl)-2-formyl-5-methylpiperidine-1-carboxylate